benzyl (2-methyl-3-sulfamoylpropyl)carbamate CC(CNC(OCC1=CC=CC=C1)=O)CS(N)(=O)=O